acryloyloxybutyl-trimethyl-ammonium toluene-4-sulfonate CC1=CC=C(C=C1)S(=O)(=O)[O-].C(C=C)(=O)OCCCC[N+](C)(C)C